The molecule is conjugate base of bis(beta-glucosyluronic acid)bilirubin. It has a role as a human metabolite. It is a conjugate base of a bis(beta-glucosyluronic acid)bilirubin. CC1=C(NC(=C1CCC(=O)O[C@H]2[C@@H]([C@H]([C@@H]([C@H](O2)C(=O)[O-])O)O)O)CC3=C(C(=C(N3)/C=C/4\\C(=C(C(=O)N4)C)C=C)C)CCC(=O)O[C@H]5[C@@H]([C@H]([C@@H]([C@H](O5)C(=O)[O-])O)O)O)/C=C/6\\C(=C(C(=O)N6)C=C)C